FC(COCC=1C=C2C=C(NC2=C(C1)[N+](=O)[O-])C1=CC=CC=C1)F 5-((2,2-difluoroethoxy)methyl)-7-nitro-2-phenyl-1H-indol